N-(chlorophenyl)maleimide tert-butyl-2-((((9H-fluoren-9-yl)methoxy)carbonyl)amino)-2-(2-fluoro-3-(trifluoromethoxy)phenyl)acetate C(C)(C)(C)OC(C(C1=C(C(=CC=C1)OC(F)(F)F)F)NC(=O)OCC1C2=CC=CC=C2C=2C=CC=CC12)=O.ClC1=C(C=CC=C1)N1C(C=CC1=O)=O